BrCC=CC1=CC=CC2=CC=CC=C12 1-(3-bromopropenyl)naphthalene